COC([C@H](N(C)C([C@@H](N(C)C(=O)OC(C)(C)C)CC(C)C)=O)CCO)=O N-(N-(tert-butoxycarbonyl)-N-methyl-L-leucyl)-N-methyl-D-homoserine methyl ester